[Si](C)(C)(C(C)(C)C)OC1=CC(=C(C=C1)N=C(N)C1=C(C=2N(N=C1)C=C(C2)C2CCCCC2)N[C@H]2C[C@H](CC2)NC(OC(C)(C)C)=O)CC tert-butyl N-[(1S,3R)-3-[[3-[N'-[4-[tert-butyl(dimethyl)silyl]oxy-2-ethyl-phenyl]carbamimidoyl]-6-cyclohexyl-pyrrolo[1,2-b]pyridazin-4-yl]amino]cyclopentyl]carbamate